C(C)(C)(C)OC(=O)N1CC(C1)C(=O)O 1-(t-butoxycarbonyl)azetidine-3-carboxylic acid